Cl[Al](C(C1C=CC=C1)C1C=CC=C1)C chlorobis(cyclopentadienyl)(dimethylaluminum)